CN1C(=NC2=C1C=CC=C2)CCC2=CC=C(N)C=C2 4-(2-(1-methyl-1H-benzo[d]imidazol-2-yl)ethyl)aniline